CC1=C2C=C(NC2=CC(=C1)C)C1=CC2=C(N(C(O2)=O)C)C=C1 6-(4,6-dimethyl-1H-indol-2-yl)-3-methylbenzo[D]oxazol-2(3H)-one